C(C)(C)C=1C=C(C=CC1)C1[C@@H]2CN(C[C@H]12)C(=O)C1CC2(C1)NC(OC2)=O 2-((1R,5S,6S)-6-(3-isopropylphenyl)-3-azabicyclo[3.1.0]hexane-3-carbonyl)-7-oxa-5-azaspiro[3.4]octan-6-one